N-[[2-(4-chlorophenyl)benzotriazol-5-yl]aminothioformyl]acetamide ClC1=CC=C(C=C1)N1N=C2C(=N1)C=CC(=C2)NC(=S)NC(C)=O